C(CC)C12N=CN=C1N=CN=C2N 5-propyl-adenine